COC1=NC(=NC(=N1)OC)N1N=C(C=C1)OC1=CC(=C(N)C=C1)F 4-{[1-(4,6-dimethoxy-1,3,5-triazin-2-yl)pyrazol-3-yl]oxy}-2-fluoroaniline